NCCCN1[C@H](CCC1)C=1C=NC=CC1 |o1:5| (R) or (S)-1-(3-aminopropyl)-2-(3-pyridyl)pyrrolidine